3-[(4-chlorophenyl)methyl]-1,2-oxazole-5-carboxylic acid ClC1=CC=C(C=C1)CC1=NOC(=C1)C(=O)O